4-(benzylthio)-7-(8-chloro-7-fluoronaphthalen-1-yl)-8-fluoro-2-((hexahydro-1H-pyrrolizin-7a-yl)methoxy)pyrido[4,3-d]pyrimidine C(C1=CC=CC=C1)SC=1C2=C(N=C(N1)OCC13CCCN3CCC1)C(=C(N=C2)C2=CC=CC1=CC=C(C(=C21)Cl)F)F